[Ti].[Cu].[Zn] zinc-copper-titanium